bromo-6-chloro-3-iodo-quinoline BrC1=NC2=CC=C(C=C2C=C1I)Cl